N1=CC=C(C=C1)C[C@@H](N)C(=O)O D-3-(4-pyridyl)-alanine